(E)-5-(4-Methoxybenzylidene)-1-(4-methoxyphenyl)pyrimidine-2,4,6(1H,3H,5H)-trione COC1=CC=C(\C=C\2/C(NC(N(C2=O)C2=CC=C(C=C2)OC)=O)=O)C=C1